OC(=O)[C@]1(O)C[C@H](O)[C@@H](N)[C@@H](O1)[C@H](O)[C@H](O)CO β-D-neuraminic acid